3-(3,5-difluorophenyl)-5-methyl-2-oxo-1,3-oxazolidine-5-carboxylic acid FC=1C=C(C=C(C1)F)N1C(OC(C1)(C(=O)O)C)=O